CC=1C=C(C=CC1NC(C)CC(C)C)N=C1C=CC(C=C1)=O 4-({3-methyl-4-[(4-methylpentan-2-yl)amino]phenyl}imino)cyclohexa-2,5-dien-1-one